1,4,7,10-tetraazacyclotetradecane-1,4,7,10-tetraacetic acid N1(CCN(CCN(CCN(CCCC1)CC(=O)O)CC(=O)O)CC(=O)O)CC(=O)O